4-({5-chloro-2-[(2-methyl-1-oxoisoindol-5-yl)amino]pyrimidin-4-yl}amino)cyclohexanecarboxylic acid methyl ester COC(=O)C1CCC(CC1)NC1=NC(=NC=C1Cl)NC=1C=C2CN(C(C2=CC1)=O)C